N-(3-(2-aminoquinazolin-6-yl)-2,4-difluorophenyl)-4-fluoro-3-methylbenzenesulfonamide NC1=NC2=CC=C(C=C2C=N1)C=1C(=C(C=CC1F)NS(=O)(=O)C1=CC(=C(C=C1)F)C)F